tert-butyl (3S)-3-[3-[[tert-butyl(dimethyl)silyl]oxymethyl]-4-(4,4,5,5-tetramethyl-1,3,2-dioxaborolan-2-yl)pyrazol-1-yl]piperidine-1-carboxylate [Si](C)(C)(C(C)(C)C)OCC1=NN(C=C1B1OC(C(O1)(C)C)(C)C)[C@@H]1CN(CCC1)C(=O)OC(C)(C)C